C[C@@H]1O[C@@H](CN(C1)C1=CC=CC(=N1)C1=NC2=CC(=NC=C2C=C1)CNC(C1=CC(=C(C(=C1)C)C)S(N(C)C)(=O)=O)=O)C N-((2-(6-((cis)-2,6-dimethylmorpholino)pyridin-2-yl)-1,6-naphthyridin-7-yl)methyl)-3-(N,N-dimethylsulfamoyl)-4,5-dimethylbenzamide